(S)-2-(4-bromo-2-chlorophenoxy)valeric acid BrC1=CC(=C(O[C@H](C(=O)O)CCC)C=C1)Cl